FC(C(C(C(S(=O)(=O)[O-])(F)F)(F)F)(F)F)(F)F.C(C)[NH+](CC)CC triethylammonium nonafluoro-n-Butanesulfonate